ethyl 8-bromo-6-cyclopropyl-imidazo[1,2-a]pyridine-2-carboxylate BrC=1C=2N(C=C(C1)C1CC1)C=C(N2)C(=O)OCC